(R)-1-(8-fluoro-7-(7-fluoro-3-(methoxymethoxy)-8-((Triisopropylsilyl)ethynyl)naphthalen-1-yl)-5-methoxy-2-(methylsulfonyl)pyrido[4,3-d]pyrimidin-4-yl)piperidine FC1=C(N=C(C2=C1N=C(N=C2N2CCCCC2)S(=O)(=O)C)OC)C2=CC(=CC1=CC=C(C(=C21)C#C[Si](C(C)C)(C(C)C)C(C)C)F)OCOC